(R)-2-((S)-2-((tert-Butoxycarbonyl)(methyl)amino)-N,4-dimethylvaleramido)-3-(3-(trifluoromethyl)-1,2,4-oxadiazol-5-yl)propanoic acid C(C)(C)(C)OC(=O)N([C@H](C(=O)N(C)[C@@H](C(=O)O)CC1=NC(=NO1)C(F)(F)F)CC(C)C)C